3-(1-oxo-5-(6-oxo-1,6-dihydropyridin-2-yl)isoindolin-2-yl)piperidine-2,6-dione O=C1N(CC2=CC(=CC=C12)C=1NC(C=CC1)=O)C1C(NC(CC1)=O)=O